OC1=C(CCCC1(C)C)C(=O)OCC Ethyl 2-hydroxy-3,3-dimethylcyclohex-1-enecarboxylate